2-Chloro-N-methyl-N-phenyl-6-((2,4,4-trimethylpentan-2-yl)amino)pyrimidine-4-carboxamide ClC1=NC(=CC(=N1)C(=O)N(C1=CC=CC=C1)C)NC(C)(CC(C)(C)C)C